C(C)OC(=O)C1CC2=C(C(=NC=C2F)C)C1 4-fluoro-1-methyl-6,7-dihydro-5H-cyclopenta[c]pyridine-6-carboxylic acid ethyl ester